ClC=1C=CC(=C(C1)C1=CC(=C(N=N1)OCCOC)N)F 6-(5-chloro-2-fluorophenyl)-3-(2-methoxyethoxy)pyridazin-4-amine